N(=[N+]=[N-])CCCCNC 4-azido-N-methylbutan-1-amine